C(CCCCCCCC)N(CCN(CC(=O)N1CC(CC1)CCN(CCCOC(CCCCCCCCC)=O)CCCCCCCCCCCCCC)CCCCCCCCC)CCCCCCCCC 3-((2-(1-(N-(2-(Dinonylamino)ethyl)-N-nonylglycyl)pyrrolidin-3-yl)ethyl)(tetradecyl)amino)propyldecanoate